5-fluoro-7-((1-(2-(4-nitrophenoxy)ethyl)piperidin-4-yl)methoxy)-2-(((tetrahydro-2H-pyran-4-yl)thio)methyl)quinazolin-4(3H)-one FC1=C2C(NC(=NC2=CC(=C1)OCC1CCN(CC1)CCOC1=CC=C(C=C1)[N+](=O)[O-])CSC1CCOCC1)=O